COC1=NC=C(C=N1)C=1C=CC=2N(C1)C(=NN2)[C@@H]2C[C@@H](CCC2)NC(OC(C)(C)C)=O tert-butyl N-[(1R,3S)-3-[6-(2-methoxypyrimidin-5-yl)-[1,2,4]triazolo[4,3-a]pyridin-3-yl]cyclohexyl]carbamate